7-Isopropoxy-2-(1-methyl-2-oxabicyclo[2.2.1]heptan-4-yl)-N-(thiazol-2-yl)imidazo[1,2-a]pyridine-6-carboxamide C(C)(C)OC1=CC=2N(C=C1C(=O)NC=1SC=CN1)C=C(N2)C21COC(CC2)(C1)C